[Cl-].C1(=C(C=CC=C1)C1=CC=[NH+]C=C1)C p-toluylpyridinium chloride